Br.N1=C(N=CC=C1)N1CC[N+]2(CCCC2)CC1 8-(2-pyrimidinyl)-8-aza-5-azoniaspiro[4.5]decane hydrobromide